C(C)(C)(C)OC(=O)N1[C@](CCC1)(C(=O)O)C 1-T-Butoxycarbonyl-(R)-2-methylpyrrolidine-2-carboxylic acid